CC1=CC=CC2=C1C13CC=NC=C3C=CC(C1O2)=O 12-methylbenzofuro[3,2-e]isoquinolin-7(7aH)-one